CN1N=CC=C1C(=O)NC(C(NC1=CC=C2C(=C1)NC(C21CCOCC1)=O)=O)=C(C)C1=CN(C=C1)C 2-Methyl-N-{3-(1-methylpyrrol-3-yl)-1-oxo-1-[(2-oxospiro[1H-indole-3,4'-oxane]-6-yl)amino]-but-2-en-2-yl}pyrazole-3-carboxamide